C(C)(C)(C)OC(=O)N1CCC(=CC1=O)C1=CC=CC=C1 6-oxo-4-phenyl-3,6-dihydropyridine-1(2H)-carboxylic acid tert-butyl ester